CC=1N=C2N(N=C(C=C2C)C2=CC3=C(N=C(S3)N(C3C[C@@H](NCC3)C)C)C(=C2)F)C1 6-(2,8-Dimethylimidazo[1,2-b]pyridazin-6-yl)-4-fluoro-N-methyl-N-[(2S)-2-methylpiperidin-4-yl]-1,3-benzothiazol-2-amin